COC1=CC=C(CN(C2=NC3=CC(=CC=C3C=C2Cl)SCC)CC2=CC=C(C=C2)OC)C=C1 S-(2-(bis(4-methoxybenzyl)amino)-3-chloroquinolin-7-yl)ethanethiol